lithium azobenzene N(=NC1=CC=CC=C1)C1=CC=CC=C1.[Li]